6-((5-fluoropyridin-2-yl)amino)-N-methylpyridazine-3-carboxamide FC=1C=CC(=NC1)NC1=CC=C(N=N1)C(=O)NC